tert-butyl (7-(4-nitrophenyl)-7-azaspiro[3.5]nonan-2-yl)carbamate [N+](=O)([O-])C1=CC=C(C=C1)N1CCC2(CC(C2)NC(OC(C)(C)C)=O)CC1